FC(OC1=CC=C(N(C=2C=NC=CC2OC)C2CCC(CC2)C(=O)OCC)C=C1)F ethyl 4-[4-(difluoromethoxy)-N-(4-methoxy-3-pyridyl)anilino]cyclohex-anecarboxylate